CC1(OB(OC1(C)C)C1=CC=C(C=C1)C=1N=C(C(=NC1)C#N)C#N)C 5-(4-(4,4,5,5-tetramethyl-1,3,2-dioxaborolan-2-yl)phenyl)pyrazine-2,3-dicarbonitrile